N1CC(C1)OC=1C=CC(=C2C=C(N=CC12)Cl)C(COC)(C)N=[N+]=[N-] 8-(azetidin-3-yloxy)-5-(2-azido-1-methoxypropan-2-yl)-3-chloroisoquinoline